Cl.COC1=CC=C(C=C1)CC(C)(C)N 2-(4-methoxy-phenyl)-1,1-dimethyl-ethylamine hydrochloride